C(CCC(=O)O)(=O)O.P(=O)(O)(O)O.[C@@H]1([C@H](O)[C@H](O)[C@@H](CO)O1)N1C=NC=2C(N)=NC=NC12 Adenosine monophosphate succinate